BrC=1C=C2C=C(N=CC2=CC1)NC(=O)[C@@H]1CN(CC1)C(=O)OC(C)(C)C tert-butyl (S)-3-((6-bromoisoquinolin-3-yl)carbamoyl)pyrrolidine-1-carboxylate